methacrylyloxyethyltrimethyl-ammonium dimethylsulfate COS(=O)(=O)OC.C(C(=C)C)(=O)OCC[N+](C)(C)C